N-[4-[[4-[(4-Chlorophenyl)methyl]triazol-1-yl]methyl]phenyl]-2-(hydroxycarbamoyl)-4-methyl-pentanamide ClC1=CC=C(C=C1)CC=1N=NN(C1)CC1=CC=C(C=C1)NC(C(CC(C)C)C(NO)=O)=O